C(#N)CCC1CC(CCC1)NC1=C2C(=NC=C1C(=O)OCCOC)NC=C2 2-methoxyethyl 4-((3-(2-cyanoethyl)cyclohexyl)amino)-1H-pyrrolo[2,3-b]pyridine-5-carboxylate